Cl.ClC1=C(OC2=CC3=C(C=N2)C(CN3C(CN3[C@H](CN[C@@H](C3)C)CN3C(CCC3)=O)=O)(C)C)C=CC=C1 1-{[(2R,5R)-1-{2-[6-(2-Chlorophenoxy)-3,3-dimethyl-1H,2H,3H-pyrrolo[3,2-c]pyridin-1-yl]-2-oxoethyl}-5-methylpiperazin-2-yl]methyl}pyrrolidin-2-one hydrochloride